3-iodobutyl-1-vinylimidazole IC(CCC=1N(C=CN1)C=C)C